C(C1=CC=CC=C1)NC(CCCOCCCC)NCC1=CC=CC=C1 N,N'-Dibenzyl-5-oxanonandiamin